(S)-3-(4-(benzyloxy)phenyl)-2-(tert-butoxycarbonylamino)-propionic acid methyl ester COC([C@H](CC1=CC=C(C=C1)OCC1=CC=CC=C1)NC(=O)OC(C)(C)C)=O